CC=1N(C(C2C(N1)C(=NC(=N2)N2C[C@H](OCC2)C=2C=NN(C2)C)C2CCO2)=O)C 2,3-dimethyl-6-[(2R)-2-(1-methyl-1H-pyrazol-4-yl)morpholin-4-yl]-8-(oxetan-4-yl)-3H,4ah,8ah-[1,3]diazino[5,4-d]pyrimidin-4-one